4-hydroxyethylamino-6-chloro-1,3,5-triazine OCCNC1=NC=NC(=N1)Cl